N-methyl-N-methoxymethyl-2-((3-((E)-2-(2-pyridinyl)vinyl)-1H-indazol-6-yl)thio)benzamide CN(C(C1=C(C=CC=C1)SC1=CC=C2C(=NNC2=C1)\C=C\C1=NC=CC=C1)=O)COC